FC1=C(C(=O)O)C=C(C(=C1)[N+](=O)[O-])OC 2-fluoro-5-methoxy-4-nitrobenzoic acid